C(C)(C)(C)N(C(O)=O)C=1N=NC(=C(C1)OC)C1CC(C1)(F)F.[Si](C)(C)(C(C)(C)C)OCCC1=NC(=CC=C1)\C=C\[N+](=O)[O-] (E)-2-(2-((tert-butyldimethylsilyl)oxy)ethyl)-6-(2-nitrovinyl)pyridine tert-butyl-(6-(3,3-difluorocyclobutyl)-5-methoxypyridazin-3-yl)carbamate